3-(2-chloro-4-piperazin-1-yl-phenyl)piperidine-2,6-dione ClC1=C(C=CC(=C1)N1CCNCC1)C1C(NC(CC1)=O)=O